FC=1C=C2C(=CNC(C2=CC1F)=O)CCN(C(=O)[C@@H]1NCC2=CC=CC=C2C1)C (3R)-N-((1R)-(6,7-difluoro-1-oxo-1,2-dihydroisoquinolin-4-yl)ethyl)-N-methyl-1,2,3,4-tetrahydroisoquinoline-3-carboxamide